(3-chloro-4-((4-((4-methoxybenzyl)oxy)-5-(4-(trifluoromethyl)-1H-pyrrol-2-yl)pyridin-2-yl)methoxy)-5-methylphenyl)-1,2,4-oxadiazole-5-carboxylic acid ethyl ester C(C)OC(=O)C1=NC(=NO1)C1=CC(=C(C(=C1)C)OCC1=NC=C(C(=C1)OCC1=CC=C(C=C1)OC)C=1NC=C(C1)C(F)(F)F)Cl